(3E,6S)-6-isopropenyl-3-methyl-3,9-decadienyl-carboxylate C(=C)(C)[C@H](C/C=C(/CCC(=O)[O-])\C)CCC=C